NC=1C(=NC=C(C1)Cl)N1[C@@H](CN(C[C@@H]1CC1CCCC1)C(CC(=O)O)=O)C1=CC=C(C=C1)Cl |o1:9,13| rel-3-((3R,5S)-4-(3-amino-5-chloropyridin-2-yl)-3-(4-chlorophenyl)-5-(cyclopentylmethyl)piperazin-1-yl)-3-oxopropanoic acid